FC1CN(C1)CC1N(CCCC1O)C1CNC(CC1)[N+](=O)[O-] ((3-Fluoroazetidin-1-yl)methyl)-1-(6-nitropiperidin-3-yl)piperidin-3-ol